2-(4,5-dichloro-6-oxo-pyridazin-1-yl)-N-[4-methyl-3-(3-phenylpropylsulfamoyl)phenyl]acetamide ClC=1C=NN(C(C1Cl)=O)CC(=O)NC1=CC(=C(C=C1)C)S(NCCCC1=CC=CC=C1)(=O)=O